Br[C@H](CC)C1=NC2=C(N1C[C@H]1OCC1)C=CC=C2 2-((R)-1-Bromopropyl)-1-(((S)-oxetan-2-yl)methyl)-1H-benzo[d]imidazole